FC1=C(C(=CC=C1C1=CC(=NN1)N1CC(CC1)O)O)N1CC(NS1(=O)=O)=O 5-(2-fluoro-6-hydroxy-3-(3-(3-hydroxypyrrolidin-1-yl)-1H-pyrazol-5-yl)phenyl)-1,2,5-thiadiazolidin-3-one 1,1-dioxide